tert-Butyl N-[2-oxo-2-(4-trimethylsilylphenyl)ethyl]carbamate O=C(CNC(OC(C)(C)C)=O)C1=CC=C(C=C1)[Si](C)(C)C